octahydroindole-2-carboxylic acid N1C(CC2CCCCC12)C(=O)O